ClC1=C(C=C(C=O)C=C1)C=O 4-chloroisophthalaldehyde